CN1C=C(C=C(C1=O)C)C=1C=CC2=C(N(C(=N2)C2CCOCC2)CCOCCCCCC(=O)N)C1 (2-(2-(6-(1,5-dimethyl-6-oxo-1,6-dihydropyridin-3-yl)-2-(tetrahydro-2H-pyran-4-yl)-1H-benzo[d]imidazol-1-yl)ethoxy)ethyl)-4-butanamide